1-[3-(2,6-dimethoxyphenyl)-1H-pyrrolo[2,3-b]pyridin-6-yl]-3-[3-(dimethylamino)-2-fluoropropyl]urea COC1=C(C(=CC=C1)OC)C1=CNC2=NC(=CC=C21)NC(=O)NCC(CN(C)C)F